2-ETHOXYCARBONYLMETHYLPHENYLBORONIC ACID C(C)OC(=O)CC1=C(C=CC=C1)B(O)O